N1-(5-((9-(4-(tert-butyl)pyridin-2-yl)-9H-carbazol-2-yl)oxy)-2',6'-diisopropyl-[1,1'-biphenyl]-3-yl)-N2-phenylbenzene-1,2-diamine C(C)(C)(C)C1=CC(=NC=C1)N1C2=CC=CC=C2C=2C=CC(=CC12)OC=1C=C(C=C(C1)C1=C(C=CC=C1C(C)C)C(C)C)NC=1C(=CC=CC1)NC1=CC=CC=C1